pyrido[3,2-d]pyrimidin-2-ol N1=C(N=CC2=C1C=CC=N2)O